C1(CC1)NS(=O)(=O)C=1C=NC=NC1 N-cyclopropylpyrimidine-5-sulfonamide